(2R)-N-(2-{1-[(4-carbamoylphenyl)methyl]piperidin-4-yl}ethyl)-2-methyl-4-(3,4,5-trifluorophenyl)piperazine-1-carboxamide C(N)(=O)C1=CC=C(C=C1)CN1CCC(CC1)CCNC(=O)N1[C@@H](CN(CC1)C1=CC(=C(C(=C1)F)F)F)C